triethyl-(4-vinylbenzyl)-ammonium acetate C(C)(=O)[O-].C(C)[N+](CC1=CC=C(C=C1)C=C)(CC)CC